ClC=1C(=C(C=CC1)C1=C(C(=CC=C1)Cl)N)N 3,3'-dichloro-2,2'-diaminobiphenyl